((3R,4S,6R,7R)-7-acetoxy-6-(6-benzamido-9H-purin-9-yl)-1,1-difluoro-5-oxaspiro[2.4]heptan-4-yl)benzoic acid methyl ester COC(C1=C(C=CC=C1)[C@H]1[C@]2(CC2(F)F)[C@H]([C@@H](O1)N1C2=NC=NC(=C2N=C1)NC(C1=CC=CC=C1)=O)OC(C)=O)=O